trans-7-methyl-1,3-diazaspiro[4.5]decane-2,4-dione CC1CC2(C(NC(N2)=O)=O)CCC1